FC(CO)(F)C=1C=C(C=CC1)[C@@H](C)NC=1C2=C(N=CN1)N(C(C(=C2)N2CCOCC2)=O)C (R)-4-((1-(3-(1,1-difluoro-2-hydroxyethyl)phenyl)ethyl)amino)-8-methyl-6-morpholinopyrido[2,3-d]pyrimidin-7(8H)-one